2,3,4,9-tetrahydro-1H-carbazol-1-amine C1(CCCC=2C3=CC=CC=C3NC12)N